3,4-dinitrofurazanyl-furoxan [N+](=O)([O-])C1N(ON=C1[N+](=O)[O-])C1=[N+](ON=C1)[O-]